OCC1=CC2=C([N+](=C(N=[N+]2[O-])NCCC(=O)OC(C)C)[O-])C=C1 7-(Hydroxymethyl)-3-((3-isopropoxy-3-oxopropyl)amino)benzo[e][1,2,4]triazine 1,4-dioxide